N[C@@]1(C(CCCC1)=O)C1=C(C=CC=C1)Cl |r| racemic-(+,-)-2-amino-2-(2-chlorophenyl)cyclohexan-1-one